O=C1CCC2=CC(=CC=C12)/C=C/C(=O)OC methyl (E)-3-(1-oxo-2,3-dihydro-1H-inden-5-yl)acrylate